4-fluoro-3-methyl-phenol FC1=C(C=C(C=C1)O)C